3-methyl-4-{3-[1-(oxan-2-yl)-1H-pyrazol-5-yl]-7-[2-(trifluoromethyl)pyridin-3-yl]-[1,2]thiazolo[4,5-b]pyridin-5-yl}morpholine CC1N(CCOC1)C1=CC(=C2C(=N1)C(=NS2)C2=CC=NN2C2OCCCC2)C=2C(=NC=CC2)C(F)(F)F